ClC=1C=CC=C2C(C=C(OC12)C1=C(C=C(C=C1)C)OCCNC1CC1)=O 8-chloro-2-[2-[2-(cyclopropylamino)ethoxy]-4-methyl-phenyl]chromen-4-one